C(C)(C)(C)OC(N[C@@H]1C(NC2=C(OC1)C=CC=N2)=O)=O (S)-4-oxo-2,3,4,5-tetrahydropyrido[3,2-b][1,4]oxazepin-3-ylcarbamic acid tert-butyl ester